benzyl ((S)-1-((R)-3,3-difluorocyclohexyl)-3-(dimethyl(oxo)-λ6-sulfaneylidene)-2-oxopropyl)carbamate FC1(C[C@@H](CCC1)[C@@H](C(C=S(=O)(C)C)=O)NC(OCC1=CC=CC=C1)=O)F